C(C)(=O)N1CCC(CC1)C1=NN(C2=CC=CC(=C12)C1=CC=C2C=CN=CC2=C1)CC(=O)NCC(=O)NCC(=O)O (2-(3-(1-acetylpiperidin-4-yl)-4-(isoquinolin-7-yl)-1H-indazol-1-yl)acetyl)glycylglycine